(R)-6-cyclopropyl-2-methyl-4-((1-(naphthalen-1-yl)ethyl)amino)-2,6-dihydropyrido[3,4-d]pyridazine-1,7-dione C1(CC1)N1C=C2C(=NN(C(C2=CC1=O)=O)C)N[C@H](C)C1=CC=CC2=CC=CC=C12